NC=1N=NC(=CC1N1C[C@H](OCC1)C1=C(C=C(C(=O)N2CCC(CC2)CN2CCC(CC2)N2C(=CC3=C(C=CC=C23)N2CNCC=C2)C)C=C1)C)C1=C(C=CC=C1)O |o1:9| (R*)-1-(1-(1-((1-(4-(4-(3-Amino-6-(2-hydroxyphenyl)pyridazin-4-yl)morpholin-2-yl)-3-methylbenzoyl)piperidin-4-yl)methyl)piperidin-4-yl)-2-methyl-1H-indol-4-yl)dihydropyrimidine